[I-].C(=C)N1C=[N+](C=C1)O 1-vinyl-3-hydroxyimidazolium iodide